C[C@@H]1CCN2C(O1)=C(C(=N2)C=2C=NC(=CC2)N2[C@H]1CO[C@@H](C2)C1)C(=O)OCC Ethyl (5R)-5-methyl-2-[6-[(1R,4R)-2-oxa-5-azabicyclo[2.2.1]heptan-5-yl]pyridin-3-yl]-6,7-dihydro-5H-pyrazolo[5,1-b][1,3]oxazine-3-carboxylate